5-chloro-3-phenyl-indole ClC=1C=C2C(=CNC2=CC1)C1=CC=CC=C1